COC(CC=1OC=CC(C1)=O)CCCC(CC)OC 2,6-dimethoxyoctyl-4-pyrone